(2R)-2-(6-{5-chloro-2-[(oxan-4-yl)amino]pyrimidin-4-yl}-1-oxo-2,3-dihydro-1H-isoindol-2-yl)-N-[(1R)-1-[2-(dimethylamino)-5-fluoropyridin-4-yl]ethyl]propanamide ClC=1C(=NC(=NC1)NC1CCOCC1)C1=CC=C2CN(C(C2=C1)=O)[C@@H](C(=O)N[C@H](C)C1=CC(=NC=C1F)N(C)C)C